NC([C@@H]1[C@H](C[C@@H](O1)N1C(=O)NC(=O)C(C)=C1)O)O 5'-amino-thymidine